3-methoxy-N-methylbenzamide hydrochloride Cl.COC=1C=C(C(=O)NC)C=CC1